1-(6-(1-(4-((4-((5-(difluoromethoxy)pyrimidin-2-yl)amino)piperidin-1-yl)sulfonyl)-benzyl)piperidin-4-yl)-1-methyl-1H-indazol-3-yl)dihydropyrimidine-2,4(1H,3H)-dione FC(OC=1C=NC(=NC1)NC1CCN(CC1)S(=O)(=O)C1=CC=C(CN2CCC(CC2)C2=CC=C3C(=NN(C3=C2)C)N2C(NC(CC2)=O)=O)C=C1)F